C(C)(C)(C)OC(=O)NNC(=O)C1=C(C=C(C=C1)NC(O)=O)[N+](=O)[O-] (4-(2-(tert-butoxycarbonyl)hydrazine-1-carbonyl)-3-nitrophenyl)carbamic acid